CC(CO)(C)O 2-methyl-propane-1,2-diol